[Si](C1=CC=CC=C1)(C1=CC=CC=C1)(C(C)(C)C)OCC1S[C@H]([C@H]2[C@@H]1OC(O2)(C)C)N2C=C(C1=C2N=CN=C1N)C#CC 7-((3aR,4R,6aS)-6-(((tert-butyldiphenylsilyl)oxy)methyl)-2,2-dimethyltetrahydrothieno[3,4-d][1,3]dioxol-4-yl)-5-(prop-1-yn-1-yl)-7H-pyrrolo[2,3-d]pyrimidin-4-amine